sec-pentyltris(dimethylamino)tin C(C)(CCC)[Sn](N(C)C)(N(C)C)N(C)C